2-(4-(5-chloro-2-(4-chloro-1H-1,2,3-triazol-1-yl)phenyl)-2,5-dioxopiperazin-1-yl)-3-(pyridin-3-yl)propanoic acid ClC=1C=CC(=C(C1)N1CC(N(CC1=O)C(C(=O)O)CC=1C=NC=CC1)=O)N1N=NC(=C1)Cl